2-(((S)-1-(((S)-1,1-bis(3,4-dimethoxyphenyl)propan-2-yl)amino)-4-methyl-1-oxopentan-2-yl)carbamoyl)-4-methoxypyridin-3-yl ethyl carbonate C(OC=1C(=NC=CC1OC)C(N[C@H](C(=O)N[C@H](C(C1=CC(=C(C=C1)OC)OC)C1=CC(=C(C=C1)OC)OC)C)CC(C)C)=O)(OCC)=O